4-(4-((1R,5S)-3,8-diazabicyclo[3.2.1]octan-3-yl)-8-fluoro-2-(((2S,7aR)-2-fluorotetrahydro-1H-pyrrolizin-7a(5H)-yl)methoxy)pyrido[4,3-d]pyrimidin-7-yl)naphthalen-2-ol [C@H]12CN(C[C@H](CC1)N2)C=2C1=C(N=C(N2)OC[C@@]23CCCN3C[C@H](C2)F)C(=C(N=C1)C1=CC(=CC2=CC=CC=C12)O)F